2-((R)-1-((benzyloxy)carbonyl)-N-(4-(tert-butyl)phenyl)pyrrolidine-2-carboxamido)-2-(pyridin-3-yl)acetic acid C(C1=CC=CC=C1)OC(=O)N1[C@H](CCC1)C(=O)N(C1=CC=C(C=C1)C(C)(C)C)C(C(=O)O)C=1C=NC=CC1